6-chloro-1-iodo-naphthalene ClC=1C=C2C=CC=C(C2=CC1)I